ICC(=O)NC1=CC=C(C=C1)S(F)(F)(F)(F)F iodo-N-(4-(pentafluoro-λ6-sulfaneyl)phenyl)acetamide